C(C)N(C(C)C)C(C)C N-ethyl-diisopropyl-amine